OC1(CCNCC1)C=1C=C2CN(C(C2=CC1)=O)C1C(NC(CC1)=O)=O 3-[5-(4-hydroxy-4-piperidyl)-1-oxo-isoindolin-2-yl]piperidine-2,6-dione